FC(C(=O)O)(F)F.ClC=1C=C(C=CC1)NC1C2=C(C=3N(CC1)N=NC3C)C=CC(=C2)C=2CCN(CC2)CC N-(3-chlorophenyl)-9-(1-ethyl-1,2,3,6-tetrahydropyridin-4-yl)-1-methyl-6,7-dihydro-5H-benzo[c][1,2,3]triazolo[1,5-a]azepin-7-amine 2,2,2-trifluoroacetate